3-phenoxybenzenesulfinamide O(C1=CC=CC=C1)C=1C=C(C=CC1)S(=O)N